The molecule is a long-chain fatty acid ethyl ester resulting from the formal condensation of the carboxy group of (11Z)-icosenoic acid with the hydroxy group of ethanol. It derives from an (11Z)-icos-11-enoic acid. CCCCCCCC/C=C\\CCCCCCCCCC(=O)OCC